5-Amino-1-ethyl-8-(2-furyl)-3-[2-(3-methyl-7,8-dihydro-5H-1,6-naphthyridin-6-yl)ethyl]-[1,2,4]triazol NC1=NC(=NN1CC)CCN1CC=2C=C(C=NC2C(C1)C=1OC=CC1)C